C(C)OC(=O)C=1C=NN(C1)CC1=CC=C(C=C1)C(C)(C)C#N 1-(4-(2-cyanoprop-2-yl)benzyl)-1H-pyrazole-4-carboxylic acid ethyl ester